4-[[2-(2-Chlorophenyl)acetyl]amino]-N-(1-methyl-3-bicyclo[1.1.1]pentanyl)pyridin ClC1=C(C=CC=C1)CC(=O)NC1=CCN(C=C1)C12CC(C1)(C2)C